C(C1=CC=CC=C1)N1CC(CCC1)C=1C(=NN2C1N=CC=C2)N2CCCC2 (1-benzylpiperidin-3-yl)-2-(pyrrolidin-1-yl)pyrazolo[1,5-a]pyrimidine